C(C)S(=O)(=O)NC1=CC=C(C=C1)C1=NNC(=C1C(=O)N)NC1=NC=C(C=C1)OC 3-(4-(ethylsulfonamido)phenyl)-5-((5-methoxypyridin-2-yl)amino)-1H-pyrazole-4-carboxamide